Ethylsulfanyl-N-[(3-fluorophenyl)-methyl]-7-methyl-thieno[3,2-b]pyridine-6-carboxylic acid amide C(C)SC1=CC2=NC=C(C(=C2S1)C)C(=O)NCC1=CC(=CC=C1)F